ClC1=CC=C(C=C1)C=1N=C(C(=NC1)C(=O)[O-])C=1C=NN(C1)C 5-(4-chlorophenyl)-3-(1-methyl-1H-pyrazol-4-yl)pyrazine-2-carboxylate